[PH2](OC#C)=O ethynyl phosphinate